1-ethynyl-4,4-dimethylcyclohexyl acetate C(C)(=O)OC1(CCC(CC1)(C)C)C#C